C(=O)=C1CN(CCN1)S(=O)(=O)N(C)CC 3-carbonyl-1-N-ethyl-N-methyl-piperazine-1-sulfonamide